O=C1NC(CCC1N1CC2=CC=C(C=C2C1=O)C1CCN(CC1)CCCCC(=O)O)=O 5-(4-(2-(2,6-dioxopiperidin-3-yl)-3-oxoisoindolin-5-yl)piperidin-1-yl)pentanoic acid